7-[7-(2-fluoro-phenyl)-5-iodo-7H-pyrrolo[2,3-d]Pyrimidine-4-oxy]-4-methylcoumarin FC1=C(C=CC=C1)N1C=C(C2=C1N=CN=C2OC2=CC=C1C(=CC(OC1=C2)=O)C)I